methyl (S)-3-((1R,3R)-1-(3-bromo-6-fluoro-2-methylphenyl)-6-fluoro-3-methyl-1,3,4,9-tetrahydro-2H-pyrido[3,4-b]indol-2-yl)-2-methylpropanoate BrC=1C(=C(C(=CC1)F)[C@H]1N([C@@H](CC2=C1NC1=CC=C(C=C21)F)C)C[C@@H](C(=O)OC)C)C